The molecule is an (R)-3-hydroxyacyl-CoA(4-) obtained by deprotonation of the phosphate and diphosphate OH groups of (3R,10Z,13Z,16Z,19Z,22Z,25Z)-3-hydroxyoctacosahexaenoyl-CoA; major species at pH 7.3. It is a conjugate base of a (3R,10Z,13Z,16Z,19Z,22Z,25Z)-3-hydroxyoctacosahexaenoyl-CoA. CC/C=C\\C/C=C\\C/C=C\\C/C=C\\C/C=C\\C/C=C\\CCCCCC[C@H](CC(=O)SCCNC(=O)CCNC(=O)[C@@H](C(C)(C)COP(=O)([O-])OP(=O)([O-])OC[C@@H]1[C@H]([C@H]([C@@H](O1)N2C=NC3=C(N=CN=C32)N)O)OP(=O)([O-])[O-])O)O